imidazolidine-2-imine bromine compound with n-butyl-lithium C(CCC)[Li].[Br].N1C(NCC1)=N